4-((4-cyclopropyl-2-(N-methylmethanesulfonamido)phenyl)amino)-N-ethoxy-6-((6-methylpyridin-3-yl)amino)nicotinamide C1(CC1)C1=CC(=C(C=C1)NC1=CC(=NC=C1C(=O)NOCC)NC=1C=NC(=CC1)C)N(S(=O)(=O)C)C